[cyano-(3-phenoxyphenyl)methyl] 3-(2,2-dichloroethenyl)-2,2-dimethylcyclopropane-1-carboxylate ClC(=CC1C(C1C(=O)OC(C1=CC(=CC=C1)OC1=CC=CC=C1)C#N)(C)C)Cl